CC1=C(C(=O)NC2(CC2)C2=CC=CC3=CC=CC=C23)C=CC=C1 2-methyl-N-(1-(naphthalen-1-yl)cyclopropyl)benzamide